ClC1=CC=C(C=C1)[Se](=O)(=O)C=CBr (2-bromovinyl) (4-chlorophenyl) selenone